1-(2,2,2-trifluoroethyl)-3-(4-(2,3-dihydro-2-oxo-1H-imidazo[4,5-b]pyridin-7-yl)phenyl)urea FC(CNC(=O)NC1=CC=C(C=C1)C1=C2C(=NC=C1)NC(N2)=O)(F)F